2,7,8-trimethyl-4H-benzo[d][1,3]oxazine CC=1OCC2=C(N1)C(=C(C=C2)C)C